CC=1C=C(C=CC1C)C=1NC(C=2N(C1)N=C(C2C(C)C)C(=O)O)=O 6-(3,4-di-methylphenyl)-4-oxo-3-(propan-2-yl)-4,5-dihydropyrazolo[1,5-a]pyrazine-2-carboxylic acid